C1(CC1)C1=CC(=NN1)NC1=NC(=NC=C1)N[C@H]1[C@H](CN(CC1)C(=O)OC(C)(C)C)F tert-butyl (3S,4R)-4-[[4-[(5-cyclopropyl-1H-pyrazol-3-yl)amino]pyrimidin-2-yl]amino]-3-fluoro-piperidine-1-carboxylate